CC1=C2C(=CC(=C1)O2)CCC (2-methyl-6-n-propyl-1,4-phenylene) ether